1-[3-(4-Chloro-2-methyl-2H-pyrazol-3-yl)-4-(3-dimethylamino-propoxy)-phenyl]-3-(4-fluoro-phenyl)-urea ClC1=C(N(N=C1)C)C=1C=C(C=CC1OCCCN(C)C)NC(=O)NC1=CC=C(C=C1)F